CN([C@@H](CO)C(=O)O)C(=O)C=1N=C(SC1)C=1C=NC(=NC1)NC(=O)OC(C)(C)C.FC=1C=CC2=C(SC3=C2C=CC(=C3F)C3CCC(CC3)C3CCC(CC3)CCC)C1F 3,4,6-trifluoro-7-[4-(4-propylcyclohexyl)cyclohexyl]dibenzothiophene Methyl-(2-(2-((tert-butoxycarbonyl)amino)pyrimidin-5-yl)thiazole-4-carbonyl)serinate